OB1OCC2=C1C(=C(C=C2)C(=O)N[C@@H](C(C)C)C(=O)O[C@H]2COCC2)C (R)-Tetrahydrofuran-3-yl (1-hydroxy-7-methyl-1,3-dihydrobenzo[c][1,2]oxaborole-6-carbonyl)-L-valinate